C(C)(C)(C)C1=CC(=CC2=CC=CC=C12)C1=NC=CC(=C1)C1=CC2=C(N(B(N2C)C2=C(C=C(C=C2C)C)C)C)C=C1 5-(2-(4-(tert-butyl)naphthalen-2-yl)pyridin-4-yl)-2-mesityl-1,3-dimethyl-2,3-dihydro-1H-benzo[d][1,3,2]diazaborole